(S)-N-(4-(4-amino-7-(1-(tetrahydro-2H-pyran-4-yl)-1H-pyrazol-4-yl)furo[3,2-c]pyridin-3-yl)-2-(1-(4-fluorophenyl)ethoxy)phenyl)-1,1-difluoromethane-sulfonamide NC1=NC=C(C2=C1C(=CO2)C2=CC(=C(C=C2)NS(=O)(=O)C(F)F)O[C@@H](C)C2=CC=C(C=C2)F)C=2C=NN(C2)C2CCOCC2